C12CNCC(N1C(=O)C=1N=C3N(C=CC(=C3)C3=C(C(=CC=C3O)Cl)Cl)C1)C2 (3,6-diazabicyclo[3.1.1]heptane-6-yl)(7-(2,3-dichloro-6-hydroxyphenyl)imidazo[1,2-a]pyridin-2-yl)methanone